FC(C(F)(F)F)([Si](OC(C(F)(F)F)(F)F)(OC(C(F)(F)F)(F)F)OC(C(F)(F)F)(F)F)F perfluoroethyltri(ethyloxy)silane